tris(5,5'-di-tert-butyl-4,4'-bipyridine) phosphite P(O)(O)O.C(C)(C)(C)C=1C(=CC=NC1)C1=CC=NC=C1C(C)(C)C.C(C)(C)(C)C=1C(=CC=NC1)C1=CC=NC=C1C(C)(C)C.C(C)(C)(C)C=1C(=CC=NC1)C1=CC=NC=C1C(C)(C)C